ClCC(=O)NC1=CC=C(C=C1)NC=1C=2N(C=CN1)C(=CN2)C2=CC=C(C=C2)OC 2-chloro-N-[4-[[3-(4-methoxyphenyl)imidazo[1,2-a]pyrazin-8-yl]amino]phenyl]acetamide